C(CCCCCCCCCCCCCCC)OC(C1=CC(=C(C(=C1)C(C)(C)C)O)C(C)(C)C)=O.C(#N)C=1C(=C(C=CC1)C=1C=CC=NC1)N1CCC(CC1)C1=NN=CN1C 5-(3-cyano-2-(4-(4-methyl-4H-1,2,4-triazol-3-yl)piperidin-1-yl)phenyl)pyridin hexadecyl-3,5-di-tert-butyl-4-hydroxybenzoate